CCCCCC hexaane